C(C1=CC=CC=C1)NC1=C(C=CC=C1)C=CC(=O)NO 3-(2-(benzylamino)phenyl)-N-hydroxyacrylamide